ClC1=CC(=C(C=C1)C1=CC(=C(C=C1)CC(=O)O)C(N(C)C)=O)C(C=C)O 2-(4'-chloro-3-(dimethylcarbamoyl)-2'-(1-hydroxyallyl)-[1,1'-biphenyl]-4-yl)acetic acid